OCC1=C2C(=NC=C1)N(N=C2C2CN(C2)C(C(=C)C)=O)C2=CC=C(C=C2)OC(F)(F)F 1-(3-(4-(Hydroxymethyl)-1-(4-(trifluoromethoxy)phenyl)-1H-pyrazolo[3,4-b]pyridin-3-yl)azetidin-1-yl)-2-methylpropan-2-en-1-one